FC(C=1C=C(C=C(C1)C(F)(F)F)C1=NN(C=N1)\C=C/C(=O)N(CC=1C=NC=NC1)C)(F)F (Z)-3-(3-(3,5-bis(trifluoromethyl)phenyl)-1H-1,2,4-triazol-1-yl)-N-methyl-N-(pyrimidin-5-ylmethyl)acrylamide